tert-butyl 6-ethyl-5-(8-methoxy-[1,2,4]triazolo[1,5-a]pyridin-6-yl)-2-(1,4-dioxaspiro[4.5]decan-8-yl)-4H-pyrrolo[3,2-d]thiazole-4-carboxylate C(C)C1=C(N(C2=C1N=C(S2)C2CCC1(OCCO1)CC2)C(=O)OC(C)(C)C)C=2C=C(C=1N(C2)N=CN1)OC